N1=C(C=CC=C1)SSCCC(C(=O)ON1C(CCC1=O)=O)S(=O)(=O)O 4-(2-pyridyldithio)-2-sulfo-butanoic acid, 1-(2,5-dioxo-1-pyrrolidinyl) ester